C1(=CC=CC=C1)C1=NC(=NC(=N1)C1=CC=CC=C1)C1=CC=CC=C1 1,3,5-triphenyl-2,4,6-triazine